Methyl-3,4,5-trimethoxybenzoat COC(C1=CC(=C(C(=C1)OC)OC)OC)=O